6-(2,3-Dimethoxyfurfurylamino)-9-β-D-arabinofuranosylpurin COC1(CNC2=C3N=CN(C3=NC=N2)[C@H]2[C@@H](O)[C@H](O)[C@H](O2)CO)C(C=CO1)OC